7-(piperidin-4-yl)-5-(5,6,7,8-tetrahydroquinolin-8-yl)pyrido[2,3-b]pyrazin-6(5H)-one N1CCC(CC1)C1=CC=2C(=NC=CN2)N(C1=O)C1CCCC=2C=CC=NC12